4-[(4-methoxy-6-[(5-methyl-1H-pyrazol-3-yl)amino]pyrimidin-2-yl)amino]adamantan-1-ol COC1=NC(=NC(=C1)NC1=NNC(=C1)C)NC1C2CC3(CC(CC1C3)C2)O